FC(C=1C=CC=2N(N1)C(=CN2)C2=CC(=NC=N2)N2C[C@H](CCC2)NS(=O)(=O)CC)F (S)-N-(1-(6-(6-(Difluoromethyl)imidazo[1,2-b]pyridazin-3-yl)pyrimidin-4-yl)piperidin-3-yl)ethanesulfonamide